FC(C1=CC=C(C=C1)N1CC(CC2=CC=CC=C12)NS(=O)(=O)C=C)(F)F N-(1-(4-(trifluoromethyl)phenyl)-1,2,3,4-tetrahydroquinolin-3-yl)ethenesulfonamide